(3-(5-(5-(2,3-Dihydro-1H-inden-4-yl)-6-methoxy-1H-pyrazolo[4,3-b]pyridin-3-yl)pyridin-2-yl)azetidin-1-yl)-3-hydroxypropan-1-one C1CCC2=C(C=CC=C12)C1=C(C=C2C(=N1)C(=NN2)C=2C=CC(=NC2)C2CN(C2)C(CCO)=O)OC